NC1=C2C(=NC=N1)N(N=C2C=2C(=C1CCN(C1=CC2)C(CC2=C(C=CC(=C2)C(F)(F)F)F)=O)F)C(C)C 1-(5-(4-amino-1-isopropyl-1H-pyrazolo[3,4-d]pyrimidin-3-yl)-4-fluoroindolin-1-yl)-2-(2-fluoro-5-(trifluoromethyl)phenyl)ethan-1-one